3,5-dibromo-4-(4-chlorobenzyl)-4H-1,2,4-triazole BrC1=NN=C(N1CC1=CC=C(C=C1)Cl)Br